C1(=CC=CC=C1)[C@H](C)N (S)-(-)-alpha-phenylethylamine